N-(2-AMINOPHENYL)-PROP-2-ENAMIDE NC1=C(C=CC=C1)NC(C=C)=O